ClCC(=O)NC(NC1=NC=CC=C1C#N)=O 2-chloro-N-((3-cyanopyridin-2-yl)carbamoyl)acetamide